C1(CCCC1)O[C@@H](CC=1SC=2C(N1)=C(C=C(C2)NC)C(=O)OCC)[C@H](O)C2=CC(=C(C(=C2)OC)C)OC Ethyl 2-((2S,3R)-2-(cyclopentyloxy)-3-(3,5-dimethoxy-4-methylphenyl)-3-hydroxypropyl)-6-(methylamino)benzo[d]thiazole-4-carboxylate